ClC1=CC=C2C(=CN(C2=C1)C)S(=O)(=O)NC1=C(C=C(C(=C1)F)OC(F)F)F 6-chloro-N-[4-(difluoromethoxy)-2,5-difluorophenyl]-1-methylindole-3-sulfonamide